CN(CCC1=NC=CC=C1)CC1=CC(=NC=C1)C=1C=C2CN(C(C2=CC1)=O)C1C(NC(CC1)=O)=O 3-(5-(4-((methyl(2-(pyridin-2-yl)ethyl)amino)methyl)pyridin-2-yl)-1-oxoisoindolin-2-yl)piperidine-2,6-dione